ClC1=CC(=C(OCC2=CC=CC(=N2)OC2CCNCC2)C=C1)F 4-((6-((4-chloro-2-fluorophenoxy)methyl)pyridin-2-yl)oxy)piperidine